ClC1=CC=C(COC=2C=CC(=C(N)C2)C=2NC=C(N2)C(F)(F)F)C=C1 5-((4-chlorobenzyl)oxy)-2-(4-(trifluoromethyl)-1H-imidazol-2-yl)aniline